NC=1C=C(C(=C(C1)[C@@H](C)NC1=NC(=NC2=CC(=C(C=C12)O[C@@H]1COCC1)C#N)C)F)C(F)F 4-(((R)-1-(5-amino-3-(difluoromethyl)-2-fluorophenyl)ethyl)amino)-2-methyl-6-(((S)-tetrahydrofuran-3-yl)oxy)quinazolin-7-carbonitrile